(4-bromophenyl)ethane-1,2-diol BrC1=CC=C(C=C1)C(CO)O